CC1([C@H](C(CCC1)=C)\C=C\C(CC)=O)C |r| (+-)-(E)-1-(2,2-DIMETHYL-6-METHYLENE-1-CYCLOHEXYL)-1-PENTEN-3-ONE